C(C)(C)(C)OC(=O)[C@H]1CC(C=2N(C3=CC=CC=C3C2C1)C(=O)OC(C)(C)C)NC1=NC(=NC=2N1N=CC2C(C)C)N2CCOCC2 tert-Butyl (3R)-3-tert-butoxycarbonyl-(8-isopropyl-2-morpholino-pyrazolo[1,5-a][1,3,5]triazin-4-yl)amino-1,2,3,4-tetrahydrocarbazole-9-carboxylate